ethyl 5-((2-chloro-5-nitropyrimidin-4-yl)(methyl)amino)-2-phenylthiazole-4-carboxylate ClC1=NC=C(C(=N1)N(C1=C(N=C(S1)C1=CC=CC=C1)C(=O)OCC)C)[N+](=O)[O-]